CC=1C=CN=NC1N1CC=2C=C(C=NC2CC1)C(F)(F)F 5-methyl-6-(3-(trifluoromethyl)-7,8-dihydro-1,6-naphthyridin-6(5H)-yl)pyridazine